N12CCN(C(CC1)CC2)C(=O)N2N=C(C1=C2CCOC1)C1=CC(=C(C(=C1)F)F)F (1,4-diazabicyclo[3.2.2]nonan-4-yl)(3-(3,4,5-trifluorophenyl)-6,7-dihydropyrano[4,3-c]pyrazol-1(4H)-yl)meth-anone